3-(phenoxymethyl)aniline O(C1=CC=CC=C1)CC=1C=C(N)C=CC1